2-Benzyloxy-5-bromo-3-isothiocyanato-pyrazine C(C1=CC=CC=C1)OC1=NC=C(N=C1N=C=S)Br